2-(tert-butoxycarbonylamino)-4-[(3-methoxy-3-methyl-butyl)-[4-(5,6,7,8-tetrahydro-1,8-naphthyridin-2-yl)butyl]amino]butanoic acid C(C)(C)(C)OC(=O)NC(C(=O)O)CCN(CCCCC1=NC=2NCCCC2C=C1)CCC(C)(C)OC